methylenebis(N,N-diglycidylaniline) C(C1=C(N(CC2CO2)CC2CO2)C=CC=C1)C1=C(N(CC2CO2)CC2CO2)C=CC=C1